COC(C1=C(N=CC(=C1)Br)N1CCC1)=O 2-(Azetidin-1-yl)-5-bromonicotinic acid methyl ester